1-Hexyl-2-ethylpyrrolium fluorid [F-].C(CCCCC)[NH+]1C(=CC=C1)CC